(1-Ethyl-2,3,4,5-tetramethylcyclopentadienyl)(2-methylbenzo[e]indenyl)zirconium dibromide [Br-].[Br-].C(C)C1(C(=C(C(=C1C)C)C)C)[Zr+2]C1=C(CC=2C=CC3=C(C12)C=CC=C3)C